4-(allyloxycarbamoyl)-4-methyl-piperidine-1-carboxylic acid tert-butyl ester C(C)(C)(C)OC(=O)N1CCC(CC1)(C)C(NOCC=C)=O